C(C)(C)(C)OC(=O)N1[C@H]2CC(C[C@@H]1CC2)N(C(C2=CC(=C(C=C2)C2C(C2)C2=NC(=NC1=CC=CC=C21)C)Cl)=O)C (1R,3s,5S)-3-(3-chloro-N-methyl-4-(2-(2-methylquinazolin-4-yl)cyclopropyl)benzamido)-8-azabicyclo[3.2.1]octane-8-carboxylic acid tert-butyl ester